5-(Benzotriazol-1-yl)spiro[1,2-dihydropyrrolo[2,3-b]pyridine-3,1'-cyclopropane] N1(N=NC2=C1C=CC=C2)C=2C=C1C(=NC2)NCC12CC2